Formylglycinate C(=O)NCC(=O)[O-]